4-(2-fluoroethyl)-1-(3-(2-nitro-1H-imidazol-1-yl)-2-((tetrahydro-2H-pyran-2-yl)oxy)propyl)piperidine FCCC1CCN(CC1)CC(CN1C(=NC=C1)[N+](=O)[O-])OC1OCCCC1